BrC1=CC=C(C=C1)C1=CC=C(C=C1)C1CC(C2=CC=CC=C2C1)C=1C(SC2=C(C1O)C=CC=C2)=O 3-[3-(4'-Bromo[1,1'-biphenyl]-4-yl)-1,2,3,4-tetrahydronaphth-1-yl]-4-hydroxy-2H-1-benzothiopyran-2-on